5-Cyano-N-(2-fluoroethyl)-N-(2,2,2-trifluoro-1-(4-fluorophenyl)ethyl)pyridine-3-sulfonamide C(#N)C=1C=C(C=NC1)S(=O)(=O)N(C(C(F)(F)F)C1=CC=C(C=C1)F)CCF